2-(2-methyl-1,3-oxazol-5-yl)-pyridine CC=1OC(=CN1)C1=NC=CC=C1